tri-tert-butyl-(2-methoxyethoxy)silane C(C)(C)(C)[Si](OCCOC)(C(C)(C)C)C(C)(C)C